[Si](C)(C)(C(C)(C)C)OC[C@H]1N(C[C@H](C1)N1CCNCC1)C(=O)OC(C)(C)C tert-butyl (2S,4S)-2-(((tert-butyldimethylsilyl)oxy)methyl)-4-(piperazin-1-yl)pyrrolidine-1-carboxylate